(R)-2-(4-Iodophenyl)-6-phenyl-5,6-dihydro-4H-1,3-selenazin-4-one IC1=CC=C(C=C1)C=1[Se][C@H](CC(N1)=O)C1=CC=CC=C1